BrC(CBr)C1=C(C=CC=C1)C(CBr)Br bis(alpha,beta-dibromoethyl)benzene